bis(4-trimethoxysilylbutyl)N-methylamine CO[Si](CCCCN(C)CCCC[Si](OC)(OC)OC)(OC)OC